[C-]#[N+]C1=CC2=CC(=C(C=C2OC1=O)O)O The molecule is a hydroxycoumarin that is coumarin substituted by an isocyano group at position 3 and hydroxy groups at positions 6 and 7. It has a role as a bacterial metabolite and an iron chelator. It is an isocyanide and a hydroxycoumarin.